C1(CC1)C#CC=1C=C(C(=C(C1)O)C(C)C)O 5-(cyclopropylethynyl)-2-isopropyl-1,3-benzenediol